8-(3-(2-isopropyl-5-methylphenoxy)propoxy)-1,3,7-trimethyl-3,7-dihydro-1H-purine-2,6-dione C(C)(C)C1=C(OCCCOC2=NC=3N(C(N(C(C3N2C)=O)C)=O)C)C=C(C=C1)C